The molecule is an organic sodium salt having 2-oxo-3-[(1R)-3-oxo-1-phenylbutyl]-2H-1-benzopyran-4-olate as the counterion (the racemate is warfarin sodium, an anticoagulant drug and rodenticide). It contains a (R)-warfarin(1-). It is an enantiomer of a (S)-warfarin sodium. CC(=O)C[C@H](C1=CC=CC=C1)C2=C(C3=CC=CC=C3OC2=O)[O-].[Na+]